NC1=C2N=CN(C2=NC(=N1)C1CC1)C1CCC(CC1)C(=O)NC1=CC(=CC=C1)OC 4-(6-amino-2-cyclopropyl-9H-purin-9-yl)-N-(3-methoxyphenyl)cyclohexanecarboxamide